CN1C(=NC=C1)\C=C/1\C(NC2=CC=C(C=C12)NS(=O)(=O)C1=CC=C(C=C1)C)=O N-{(3E)-3-[(1-methyl-1H-imidazol-2-yl)methylidene]-2-oxo-2,3-dihydro-1H-indol-5-yl}-4-methylbenzenesulfonamide